C(C1=CC=CC=C1)OC1=NC(=CC=C1C1=NN(C2=C(C=CC=C12)N1CCC(CC1)CN1C(CN(CC1)C(=O)OC(C)(C)C)(C)C)C)OCC1=CC=CC=C1 tert-butyl 4-((1-(3-(2,6-bis(benzyloxy) pyridin-3-yl)-1-methyl-1H-indazol-7-yl) piperidin-4-yl) methyl)-3,3-dimethylpiperazine-1-carboxylate